(2-methoxy-3-(4,4,5,5-tetramethyl-1,3,2-dioxaborolan-2-yl)phenyl)carbamic acid tert-butyl ester C(C)(C)(C)OC(NC1=C(C(=CC=C1)B1OC(C(O1)(C)C)(C)C)OC)=O